COCOC1=C(C=C(C=C1)CC)C(=O)C1=CC=CC=C1 (2-methoxymethoxy-5-ethyl-phenyl)(phenyl)-methanone